(R)-4-(7-methoxy-2-methyl-4-((1-(2-methyl-3-(trifluoromethyl)phenyl)ethyl)amino)pyrido[2,3-d]pyrimidin-6-yl)tetrahydro-2H-thiopyran 1,1-dioxide COC=1C(=CC2=C(N=C(N=C2N[C@H](C)C2=C(C(=CC=C2)C(F)(F)F)C)C)N1)C1CCS(CC1)(=O)=O